tert-butyl (2R,5R)-2-ethyl-5-((R)-1-hydroxyethyl)piperazine-1-carboxylate C(C)[C@H]1N(C[C@@H](NC1)[C@@H](C)O)C(=O)OC(C)(C)C